CCCCCCCCCCCCCCCCCCNC(=O)C=C N-(n-octadecyl)acrylamide